OC1=C(C(=C(C#N)C=C1OC)CC1=C(C=CC=C1)C)C#N 4-hydroxy-5-methoxy-2-(2-methylbenzyl)isophthalonitrile